COC(\C=C\CN)=O.FC(C(=O)O)(F)F Trifluoroacetic acid methyl-(2E)-4-aminobut-2-enoate